5-(4-(4-(methylsulfonyl)phenyl)piperazin-1-yl)-2-(pyridin-2-yl)-4,5,6,7-tetrahydro-2H-indazole-3-ol CS(=O)(=O)C1=CC=C(C=C1)N1CCN(CC1)C1CC2=C(N(N=C2CC1)C1=NC=CC=C1)O